pyrimidine-6-carboxylate N1=CN=CC=C1C(=O)[O-]